CC1=C(C2=C(C=3N1N=CN3)CN(C2)C(CC2CN(C2)C2=CC(=NC=C2)C(F)(F)F)=O)C 1-(5,6-Dimethyl-7,9-dihydro-pyrrolo[3,4-c][1,2,4]triazolo[1,5-a]pyridin-8-yl)-2-[1-(2-trifluoromethyl-pyridin-4-yl)-azetidin-3-yl]-ethanone